C(C)(=O)C1=C(C=C(C=C1)Cl)C1=CC(N(C=C1OC)C(C(=O)NC1=CC=C(C(=O)O)C=C1)CCOC(C)(C)C)=O 4-(2-(4-(2-acetyl-5-chlorophenyl)-5-methoxy-2-oxopyridin-1(2H)-yl)-4-(tert-butoxy)butanoylamino)benzoic acid